ClC=1C=C(C=C(C1OC)Cl)C(C)=O 1-(3,5-dichloro-4-methoxyphenyl)ethanone